7-chloro-1,1-difluoro-1,9a-dihydropyrido[2,1-c][1,4]thiazine-3,4-dicarboxylic acid methyl ester COC(=O)C1=C(N2C(C(S1)(F)F)C=CC(=C2)Cl)C(=O)O